C(CCCCCCC)SCC=1C=C(C(=C(C1)CSCCCCCCCC)O)C 4,6-bis(octylthiomethyl)ortho-cresol